N-(5-chloro-6-(2H-1,2,3-triazol-2-yl)pyridin-3-yl)-1-(7-cyclopropylthieno[2,3-c]pyridin-4-yl)-5-(trifluoromethyl)-1H-pyrazole-4-carboxamide ClC=1C=C(C=NC1N1N=CC=N1)NC(=O)C=1C=NN(C1C(F)(F)F)C1=C2C(=C(N=C1)C1CC1)SC=C2